Pyridazin-3-ylboronic acid N1=NC(=CC=C1)B(O)O